6-trifluoromethylpyridine-2(1H)-one FC(C1=CC=CC(N1)=O)(F)F